bromo-glucose BrC(=O)[C@H](O)[C@@H](O)[C@H](O)[C@H](O)CO